2-(benzyloxy)-4-bromopyridine C(C1=CC=CC=C1)OC1=NC=CC(=C1)Br